N-[3-(hexahydro-1H-azepin-1-yl)-1,1-dimethylpropyl]-2-propenamide N1(CCCCCC1)CCC(C)(C)NC(C=C)=O